(S)-2-(3-(2-cyclopropylpyridin-4-yl)-1,2,4-oxadiazol-5-yl)-1-(piperidin-1-yl)propan-1-one C1(CC1)C1=NC=CC(=C1)C1=NOC(=N1)[C@@H](C(=O)N1CCCCC1)C